CC(C)(CCCCCCCCCCCCCCCCC)C1C(N=NO1)=O 5-(2-methylnonadecan-2-yl)-1,2,3-oxadiazol-4(5H)-one